[Se-2].[Se-2].[Se-2].[Dy+3].[Dy+3] di-dysprosium triselenide